ClC1=NC=C(C(=N1)N(N)C)C(=O)NC=1C=C(C(=O)OCC)C=CC1C ethyl 3-(2-chloro-4-(1-methylhydrazineyl)pyrimidine-5-carboxamido)-4-methylbenzoate